6-chloro-3-(difluoromethylene)spiro[indane-1,4'-piperidine] ClC1=CC=C2C(CC3(CCNCC3)C2=C1)=C(F)F